4-((2-amino-5-(trifluoromethyl)pyrimidin-4-yl)oxy)-3-methyltetrahydro-2H-pyran-3-ol NC1=NC=C(C(=N1)OC1C(COCC1)(O)C)C(F)(F)F